C(C1=CC=CC=C1)OC(=O)N[C@@H](C(=O)OCC1=CC=CC=C1)CNC(C1=CC(=CC(=C1)F)C=1C(=NNC1C)C)=O (R)-benzyl 2-(((benzyloxy)carbonyl)amino)-3-(3-(3,5-dimethyl-1H-pyrazol-4-yl)-5-fluorobenzamido)propanoate